(S)-1-(((6-bromo-3-fluoropyridin-2-yl)methyl)amino)propan-2-ol BrC1=CC=C(C(=N1)CNC[C@H](C)O)F